2-(2,6-Dichloro-phenyl)-6-(5-pyrrolidin-1-yl-[1,3,4]oxadiazol-2-yl)-1H-benzoimidazole ClC1=C(C(=CC=C1)Cl)C1=NC2=C(N1)C=C(C=C2)C=2OC(=NN2)N2CCCC2